4-(2-chloro-5-fluoropyridin-4-yl)piperazine-1-carboxylic acid tert-butyl ester C(C)(C)(C)OC(=O)N1CCN(CC1)C1=CC(=NC=C1F)Cl